CC1=C(C=CC=C1C=1N=C2N(C=C(N=C2)CNCCO)C1)C1=CC=CC=C1 2-({[2-(2-Methylbiphenyl-3-yl)imidazo[1,2-a]pyrazin-6-yl]methyl}amino)ethanol